2,3-Dichloro-N-(2-((dimethylamino)methyl)quinolin-8-yl)benzenesulfonamide ClC1=C(C=CC=C1Cl)S(=O)(=O)NC=1C=CC=C2C=CC(=NC12)CN(C)C